5-((5-(3-hydroxycyclopentyl)-1-((2-(trimethylsilyl)ethoxy)methyl)-1H-pyrazol-3-yl)amino)-1-methylpyridin-2(1H)-one OC1CC(CC1)C1=CC(=NN1COCC[Si](C)(C)C)NC=1C=CC(N(C1)C)=O